C12(CC3CC(CC(C1)C3)C2)NCCCCCCCSC2=C3C(N(C(=NC3=CC=C2)C(F)(F)F)[C@H]2C(NC(CC2)=O)=O)=O (3R)-3-(5-((7-(((1s,3s)-adamantan-1-yl)amino)heptyl)thio)-4-oxo-2-(trifluoromethyl)quinazolin-3(4H)-yl)piperidine-2,6-dione